C1(=CC=CC=C1)C1CCC2=NNC(N21)=O 5-phenyl-2,5,6,7-tetrahydro-3H-pyrrolo[2,1-c][1,2,4]triazol-3-one